(1R,3R,5S)-3-methyl-1-({[(cis)-4-phenylcyclohexyl]oxy}methyl)-9-oxa-2,6-diazaspiro[4.5]decan-7-one C[C@H]1N[C@H]([C@]2(C1)NC(COC2)=O)CO[C@@H]2CC[C@@H](CC2)C2=CC=CC=C2